(4-(4-(4-(4-(4-chlorophenoxy)phenyl)-5-propylthiazol-2-yl)piperidin-1-yl)butyl)-1H-indole-5-carbonitrile ClC1=CC=C(OC2=CC=C(C=C2)C=2N=C(SC2CCC)C2CCN(CC2)CCCCN2C=CC3=CC(=CC=C23)C#N)C=C1